3-((5-trifluoromethylbenzo[d]thiazol-2-yl)amino)-N-(pyrrolidin-3-yl)benzamide FC(C=1C=CC2=C(N=C(S2)NC=2C=C(C(=O)NC3CNCC3)C=CC2)C1)(F)F